C1(=CC=CC=C1)C(N1[C@@H]([C@H](C1)[C@@H](C(=O)OC)S(=O)(=O)C)C)C1=CC=CC=C1 methyl (S)-2-((2R,3S)-1-diphenylmethyl-2-methyl azetidin-3-yl)-2-(methanesulfonyl)acetate